ClC=1N=C(C2=C(N1)CCS2)NC2(CCC2)CO (1-((2-Chloro-6,7-dihydrothieno[3,2-d]pyrimidin-4-yl)amino)cyclobutyl)methanol